Magnesium Dihydrogen Phosphate P(=O)(O)(O)[O-].[Mg+2].P(=O)(O)(O)[O-]